6-(2-amino-4-methylthiazol-5-yl)-2-((S)-1-cyclopropylethyl)-4-((tetrahydrofuran-3-yl)oxy)-1,2-dihydro-3H-pyrrolo[3,4-c]pyridin-3-one NC=1SC(=C(N1)C)C1=CC2=C(C(=N1)OC1COCC1)C(N(C2)[C@@H](C)C2CC2)=O